N-[4-fluoro-2-(4-methylpiperazin-1-yl)-5-(2-morpholin-4-ylpyridin-4-yl)phenyl]-6-oxo-4-(trifluoromethyl)-1H-pyridine-3-carboxamide FC1=CC(=C(C=C1C1=CC(=NC=C1)N1CCOCC1)NC(=O)C1=CNC(C=C1C(F)(F)F)=O)N1CCN(CC1)C